ClC1=CC=C(CN2C3(CCN(C3)C3=CC(=NC=C3)OC)C(N(CC2=O)C(C)C)=O)C=C1 6-(4-chlorobenzyl)-9-isopropyl-2-(2-methoxypyridin-4-yl)-2,6,9-triazaspiro[4.5]decane-7,10-dione